N-(1-(6-(1-acetyl-3-fluoroazetidin-3-yl)pyridin-2-yl)-3-methyl-1H-pyrazolo[4,3-c]pyridin-6-yl)acetamide C(C)(=O)N1CC(C1)(F)C1=CC=CC(=N1)N1N=C(C=2C=NC(=CC21)NC(C)=O)C